(E)-3-(2-(4-fluorophenyl)imidazo[1,2-b]pyridazin-3-yl)-1-(4-(pyridin-3-yl)piperazin-1-yl)prop-2-en-1-one FC1=CC=C(C=C1)C=1N=C2N(N=CC=C2)C1/C=C/C(=O)N1CCN(CC1)C=1C=NC=CC1